(S)-1-(8-(5-(difluoromethyl)-1,3,4-oxadiazol-2-yl)-3-methyl-2,3-dihydrobenzo[f][1,4]oxazepin-4(5H)-yl)-2,2-dimethylpropan-1-one FC(C1=NN=C(O1)C1=CC2=C(CN([C@H](CO2)C)C(C(C)(C)C)=O)C=C1)F